2-Nitro-4-(4,4,5,5-tetramethyl-1,3,2-dioxaborolan-2-yl)benzaldehyde [N+](=O)([O-])C1=C(C=O)C=CC(=C1)B1OC(C(O1)(C)C)(C)C